C(C)S(=O)(=O)C=1C(=CC2=C(N(C(=N2)C(F)(F)F)C)C1)C=1N(C=CN1)C 6-(ethylsulfonyl)-1-methyl-5-(1-methyl-1H-imidazol-2-yl)-2-(trifluoromethyl)-1H-benzo[d]imidazole